C1(=CC=CC=C1)P(CCN(C)C)C1=CC=CC=C1 2-(diphenylphosphino)-N,N-dimethylethylamine